ClC1=C(C#N)C=CC(=C1)N1[C@H](CN([C@@H](C1)C)C(=O)C=1N=NC(=CC1)N1CCC(CC1)CO)C 2-chloro-4-((2S,5R)-4-(6-(4-(hydroxymethyl)piperidin-1-yl)pyridazine-3-carbonyl)-2,5-dimethylpiperazin-1-yl)benzonitrile